C(C1=CC=CC=C1)N[C@H]1[C@@H]2[C@H](N([C@H]1CO)C(=O)OCC1=CC=CC=C1)CCC2 benzyl (2R,3S,3aR,6aR)-3-(benzylamino)-2-(hydroxymethyl)hexahydrocyclopenta[b]pyrrole-1(2H)-carboxylate